1-Boc-N4-8-aminobicyclo[3.2.1]Octane-3-yl-5-trifluoromethylpyrimidine-2,4-diamine C(=O)(OC(C)(C)C)N1C(N=C(C(=C1)C(F)(F)F)NC1CC2CCC(C1)C2N)N